FC1=CNC2=NC=C(C=C21)OC2=C(C(=O)O)C=CC(=C2)N2CC1(C2)CC(C1)N1[C@@H](CN(CC1)CC=1C=C(C2=C(C=C(O2)C)C1)OC)C1=C(C=CC=C1)C(C)C (R)-2-((3-fluoro-1H-pyrrolo[2,3-b]pyridin-5-yl)oxy)-4-(6-(2-(2-isopropylphenyl)-4-((7-methoxy-2-methylbenzofuran-5-yl)methyl)piperazin-1-yl)-2-azaspiro[3.3]heptan-2-yl)benzoic acid